ClC1=CC=C(C=C1)C=1C(OCC1)=O 3-(4-Chlorophenyl)furan-2(5H)-one